NC[C@]1(C[C@@H](OC1)C(=O)N1[C@H](C2=CC=CC=C2CC1)C1=CC=C(C=C1)F)O ((2R,4S)-4-(aminomethyl)-4-hydroxytetrahydrofuran-2-yl)((S)-1-(4-fluorophenyl)-3,4-dihydroisoquinolin-2(1H)-yl)methanone